S1C(=NC2=C1C=CC=C2)S(=O)(=O)F benzo[d]thiazole-2-sulfonyl fluoride